3-((4-fluorophenyl)amino)-4-(((5-(5-(trifluoromethyl)-1,2,4-oxadiazol-3-yl)pyridin-2-yl)methyl)amino)cyclobut-3-ene-1,2-dione FC1=CC=C(C=C1)NC=1C(C(C1NCC1=NC=C(C=C1)C1=NOC(=N1)C(F)(F)F)=O)=O